BrC1=CN=C2C(=NC(=NN21)Cl)NC(OC(C)(C)C)=O tert-butyl (7-bromo-2-chloroimidazo[2,1-f][1,2,4]triazin-4-yl)carbamate